CONC1=CC(=NC=N1)N 6-(methoxyamino)pyrimidin-4-amine